4-cyclopropyl-N-[(1S)-1-(dicyclohexylmethyl)-2-[[5-[3,5-dimethyl-1-(2-trimethylsilylethoxymethyl)pyrazol-4-yl]-6-fluoro-2-pyridinyl]amino]-2-oxo-ethyl]-1,2,5-oxadiazole-3-carboxamide C1(CC1)C=1C(=NON1)C(=O)N[C@H](C(=O)NC1=NC(=C(C=C1)C=1C(=NN(C1C)COCC[Si](C)(C)C)C)F)C(C1CCCCC1)C1CCCCC1